4-[3-(1-ethyl-3-methyl-1H-pyrazol-5-yl)-1H-1,2,4-triazol-5-yl]-1-{2-[(2R,3S)-3-hydroxy-2-methylazetidin-1-yl]ethyl}-1H-indazole-6-carboxamide C(C)N1N=C(C=C1C1=NNC(=N1)C1=C2C=NN(C2=CC(=C1)C(=O)N)CCN1[C@@H]([C@H](C1)O)C)C